2-(4-Carboxy-2',4'-dichloro[1,1'-biphenyl]-3-yl)-1,3-dioxo-2,3-dihydro-1H-isoindole C(=O)(O)C1=C(C=C(C=C1)C1=C(C=C(C=C1)Cl)Cl)N1C(C2=CC=CC=C2C1=O)=O